5-amino-1-(3-hydroxy-2,6-dimethylphenyl)-1'-(2-hydroxy-2-methylpropyl)-1H,1'H-[3,3'-bipyrazole]-4-carboxamide NC1=C(C(=NN1C1=C(C(=CC=C1C)O)C)C1=NN(C=C1)CC(C)(C)O)C(=O)N